1-(11Z-docosenoyl)-2-(9Z-hexadecenoyl)-glycero-3-phospho-(1'-sn-glycerol) CCCCCCCCCC/C=C\CCCCCCCCCC(=O)OC[C@H](COP(=O)(O)OC[C@H](CO)O)OC(=O)CCCCCCC/C=C\CCCCCC